[2-Amino-4-(m-tolylaminomethyl)phenyl]carbamic acid ethyl ester C(C)OC(NC1=C(C=C(C=C1)CNC=1C=C(C=CC1)C)N)=O